[Sn].S(=O)(=O)([O-])[O-].[Sn+2] stannous sulfate tin